[Na+].C1(CCCCC1)P(C1CCCCC1)C1=C(C(=C(C(=C1)OC)C1=CC=CC=C1)OC)S(=O)(=O)[O-] dicyclohexylphosphino-2,6-dimethoxy-1,1'-biphenyl-3-sulfonic acid sodium salt